C(#N)C1=CC=C(C=C1)/C=C/C(=O)C1=CC=C(OC(C(=O)O)C)C=C1 2-[4-[(E)-3-(4-Cyanophenyl)prop-2-enoyl]phenoxy]propanoic acid